C(C)(C)(C)C=1SC=C(N1)C1=C(N=C(S1)NC(=O)N1[C@@H](CCC1)C(=O)N)C (2S)-N1-[5-(2-tert-butyl-4-thiazolyl)-4-methyl-2-thiazolyl]pyrrolidine-1,2-dicarboxamide